O([C@H]1[C@H](O)[C@@H](O)[C@@H](O)[C@H](O1)CO)[C@H]1[C@H](O)[C@H](O)[C@@H](O)[C@@H](O1)C α-L-rhamnopyranosyl-(1-6) β-D-galactopyranoside